methyl-[4-(methylsulfonyl)phenyl]propanone CC(C(C)=O)C1=CC=C(C=C1)S(=O)(=O)C